5-Fluoro-4-imino-3-methyl-1-[(4-methylphenyl)sulfonyl]-3,4-dihydropyrimidine-2(1H)-one FC=1C(N(C(N(C1)S(=O)(=O)C1=CC=C(C=C1)C)=O)C)=N